1-(2,6-difluoropyridin-3-yl)-2-methylpropan-2-ol FC1=NC(=CC=C1CC(C)(O)C)F